3-(3-iodo 1-bicyclo[1.1.1]pentanyl)propanoate IC12CC(C1)(C2)CCC(=O)[O-]